FC1=C(C=C(C=C1)C(C)SC1=NN=CN1C)NC(C1=NC(=CC=C1)C(F)(F)F)=O N-(2-fluoro-5-(1-((4-methyl-4H-1,2,4-triazol-3-yl)thio)ethyl)phenyl)-6-(trifluoromethyl)picolinamide